C(C)(C)(C)N1[C@@H](CCCC1)C1=NC(=NO1)CCC1=CC=NC=C1 tert-butyl-(S)-2-(3-(2-(pyridin-4-yl)ethyl)-1,2,4-oxadiazol-5-yl)piperidine